2-ethoxy-3-methylpyrazine C(C)OC1=NC=CN=C1C